(1S,4R)-4-[[3-(3,5-dichloroanilino)-2-methoxy-3-oxo-propanoyl]amino]cyclopent-2-ene-1-carboxylic acid ClC=1C=C(NC(C(C(=O)N[C@H]2C=C[C@H](C2)C(=O)O)OC)=O)C=C(C1)Cl